C[C@H]1N([C@H](COC1)C)C(=O)N[C@H](C(=O)OC)CCCCCCCC1=NC=2NCCCC2C=C1 methyl (S)-2-((3R,5S)-3,5-dimethylmorpholine-4-carboxamido)-9-(5,6,7,8-tetrahydro-1,8-naphthyridin-2-yl)nonanoate